C(C)(C)C(COC)(COC)C(C)C 2,2-diisopropyl-1,3-dimethoxypropane